ClC=1C=C(C=C(C1OC=1C(=C2C3(C(NC2=CC1)=O)CC3)F)Cl)N3N=C(C(NC3=O)=O)C#N 2-(3,5-dichloro-4-((4'-fluoro-2'-oxospiro[cyclopropane-1,3'-indolin]-5'-yl)oxy)phenyl)-3,5-dioxo-2,3,4,5-tetrahydro-1,2,4-triazine-6-carbonitrile